3-(2-((1H-imidazol-4-yl)methoxy)-4-methylphenyl)-4-methoxypyridine N1C=NC(=C1)COC1=C(C=CC(=C1)C)C=1C=NC=CC1OC